INDENE C1C=CC2=CC=CC=C12